OC1N(CC1)C(=O)OC1CCC(CC1)C(N(C1=NC=CC(=C1)C=1C=NN(C1)C(C)C)CC12CCC(CC1)(CC2)C2=CC(=C(C=C2)OC)Cl)=O 4-(((4-(3-Chloro-4-methoxyphenyl)bicyclo[2.2.2]octan-1-yl)methyl) (4-(1-isopropyl-1H-pyrazol-4-yl)pyridin-2-yl)carbamoyl)cyclohexyl hydroxyazetidine-1-carboxylate